4,9-dioxo-5-(3-(trimethoxysilyl)propyl)-3,5,8,10-tetraazadodecane-1,12-diyl bis(2-methyl acrylate) CC(C(=O)OCCNC(N(CCNC(NCCOC(C(=C)C)=O)=O)CCC[Si](OC)(OC)OC)=O)=C